ClC1=C(C(=NC=C1OC)F)N chloro-2-fluoro-5-methoxy-pyridin-3-amine